tert-butyl (((1r,4r)-4-(((2-chloro-5-iodopyridin-4-yl)oxy)methyl)cyclohexyl)methyl)carbamate ClC1=NC=C(C(=C1)OCC1CCC(CC1)CNC(OC(C)(C)C)=O)I